(±)-(2r,7as)-2-fluoro-5-oxo-tetrahydro-1H-pyrrolizine F[C@@H]1C[C@@H]2CCC(N2C1)=O |r|